ClCC1=CC=C(C=C1)N1C(=NC=2C1=NC(=CC2)C2=NC=C(N=C2)F)C=2C(=NC=CC2)N 3-(3-(4-(Chloromethyl)phenyl)-5-(5-fluoropyrazin-2-yl)-3H-imidazo[4,5-b]pyridin-2-yl)pyridin-2-amine